NC=1C=C(C=C(C1)C(F)(F)F)[C@@H](C)NC1=NC(=NC2=CC(=C(C=C12)OC[C@H]1OCCC1)OC)C N-((R)-1-(3-Amino-5-(trifluoromethyl)phenyl)ethyl)-7-methoxy-2-methyl-6-(((S)-tetrahydrofuran-2-yl)methoxy)quinazolin-4-amine